C(C1=CC=CC=C1)OC(=O)C=1N(C=CC1C1=C(C=CC=C1)F)S(NC(=O)OCC1=CC=CC=C1)(=O)=O 1-(Benzyloxycarbonylsulfamoyl)-3-(2-fluorophenyl)pyrrole-2-carboxylic acid benzyl ester